C12N(CC(NC1)C2)C2=CC(OC1=C2C=CC(=C1)NC1=NC=CC(=N1)C1=CC2=C(N(N=C2C=C1)C)C(C)C)=O 4-(2,5-diazabicyclo[2.2.1]heptan-2-yl)-7-((4-(3-isopropyl-2-methyl-2H-indazol-5-yl)pyrimidin-2-yl)amino)-2H-benzopyran-2-one